ClC1=CC=C2C(=C1)NC(C21N(C(C=2N=C(N(C21)C(C)C)C=2C=NC(=CC2OC)C2CC2)=O)C2=CC(=CC=C2)Cl)=O 6-chloro-5'-(3-chlorophenyl)-2'-(6-cyclopropyl-4-methoxypyridin-3-yl)-3'-isopropyl-3'H-spiro[indoline-3,4'-pyrrolo[3,4-d]imidazole]-2,6'(5'H)-dione